C(#N)C1=C(C=CC=C1)S(=O)(=O)C1(CC1)C1CCN(CC1)C1=CN=NC=C1 4-(1-((2-cyanophenyl)sulfonyl)cyclopropyl)-N-(pyridazin-4-yl)piperidine